3,5-dibromo-6-(3-chloro-2-thienyl)-pyridin-2-amine BrC=1C(=NC(=C(C1)Br)C=1SC=CC1Cl)N